5-(5,6-Dihydropyrrolo[3,4-c]pyrazol-2(4H)-yl)-N-methylpyridinecarboxamide hydrochloride Cl.N=1N(C=C2C1CNC2)C=2C=CC(=NC2)C(=O)NC